benzyl 6-({3-[(α-D-mannopyranosyl)oxy]propyl}{2-[(α-L-fucopyranosyl)oxy]ethyl}amino)-6-oxohexanoate [C@H]1([C@@H](O)[C@@H](O)[C@H](O)[C@H](O1)CO)OCCCN(C(CCCCC(=O)OCC1=CC=CC=C1)=O)CCO[C@H]1[C@@H](O)[C@H](O)[C@H](O)[C@@H](O1)C